Methyl (((cis-3-(2-amino-6-(dimethylamino)-9H-purin-9-yl) cyclobutyl) methoxy)(4-bromophenoxy) phosphoryl)-L-alaninate NC1=NC(=C2N=CN(C2=N1)[C@H]1C[C@H](C1)COP(=O)(OC1=CC=C(C=C1)Br)N[C@@H](C)C(=O)OC)N(C)C